N-{4-[(7-chloroquinolin-4-yl)oxy]-3-fluorophenyl}-N'-(4-fluorophenyl)cyclopropane-1,1-dicarboxamide ClC1=CC=C2C(=CC=NC2=C1)OC1=C(C=C(C=C1)NC(=O)C1(CC1)C(=O)NC1=CC=C(C=C1)F)F